(1R,4R)-4-(3-Chloroanilino)-4',5'-difluoro-2'-[(2R)-3-hydroxy-2-methylpropyl]spiro[cyclohexane-1,1'-indene]-4-carboxylic acid methyl ester COC(=O)C1(CCC2(C(=CC3=C(C(=CC=C23)F)F)C[C@H](CO)C)CC1)NC1=CC(=CC=C1)Cl